ClC=1C=C2C=CN=C(C2=C(C1)C)N(C(C1=C(C=C(C=C1)C=1OC(=NN1)CC)F)=O)[C@H]1CNCCC1 (R)-N-(6-chloro-8-methylisoquinolin-1-yl)-4-(5-ethyl-1,3,4-oxadiazol-2-yl)-2-fluoro-N-(piperidin-3-yl)benzamide